COC1CCN(CC1)C(\C=C\C1=C(N=C2N1C=CC=C2)C2=CC=CC=C2)=O (2E)-1-(4-methoxypiperidin-1-yl)-3-{2-phenylimidazo[1,2-a]pyridin-3-yl}prop-2-en-1-one